C(CCC)(=O)O[C@@H]1[C@H]([C@@H](O)O[C@@H]([C@H]1O)COC(CCC)=O)O 3,6-Di-O-Butyryl-α-D-Glucopyranose